ytterbium manganese bismuth [Bi].[Mn].[Yb]